N-((trans)-4-methoxycyclohexyl)-2-(1-methyl-1H-imidazol-5-yl)-6,7-dihydro-5H-cyclopenta[d]pyrimidine-4-carboxamide CO[C@@H]1CC[C@H](CC1)NC(=O)C=1C2=C(N=C(N1)C1=CN=CN1C)CCC2